2,2-difluoromalonamide Methyl-3-((4-(4-(benzyloxy)phenyl)tetrahydro-2H-pyran-4-yl)amino)-2,2-difluoro-3-oxopropanoate COC(C(C(=O)NC1(CCOCC1)C1=CC=C(C=C1)OCC1=CC=CC=C1)(F)F)=O.FC(C(=O)N)(C(=O)N)F